[Si](C)(C)(C(C)(C)C)OC[C@@](C(=O)OCC)(C)C=1C(=NC(=NC1)SC)Cl ethyl (2R)-3-[tert-butyl(dimethyl)silyl]oxy-2-(4-chloro-2-methylsulfanyl-pyrimidin-5-yl)-2-methyl-propanoate